CC1(OC2=C(C1)C(=CC=C2)C2=CC(=C(OC(C(=O)O)CC)C=C2)F)C 4-(2,2-dimethyl-2,3-dihydro-benzofuran-4-yl)-2-fluoro-phenoxyl-butyric acid